pantolactone CC1(COC(=O)[C@@H]1O)C